(R)-1-(6-cyclopropyl-4-(3-methoxy-1-(4-methyl-4H-1,2,4-triazol-3-yl)cyclobutyl)pyridin-2-yl)-6-fluoro-4-((2-methylmorpholino)methyl)benzo[cd]indol-2(1H)-one C1(CC1)C1=CC(=CC(=N1)N1C(C2=C3C(C(=CC=C13)F)=CC(=C2)CN2C[C@H](OCC2)C)=O)C2(CC(C2)OC)C2=NN=CN2C